(S)-tert-butyl 4-((3-chloro-2,4-difluorophenyl)(methyl)carbamoyl)-2-oxo-3-(6-(prop-1-yn-1-yl)-5-(trifluoromethyl)pyridazin-3-yl)imidazolidine-1-carboxylate ClC=1C(=C(C=CC1F)N(C(=O)[C@H]1N(C(N(C1)C(=O)OC(C)(C)C)=O)C=1N=NC(=C(C1)C(F)(F)F)C#CC)C)F